(4-(2-(7,8-dimethyl-[1,2,4]triazolo[1,5-a]pyridin-6-yl)-3-isopropyl-1H-indol-5-yl)piperidin-1-yl)(4-isopropylpiperazin-1-yl)methanone CC1=C(C=2N(C=C1C=1NC3=CC=C(C=C3C1C(C)C)C1CCN(CC1)C(=O)N1CCN(CC1)C(C)C)N=CN2)C